C(#N)N1C(CCC1)C1=NOC(=N1)C1=C[C@](NC=C1)(C1=CC=NC=C1)C#N (S)-4-(3-(1-Cyanopyrrolidin-2-yl)-1,2,4-oxadiazol-5-yl)-[2,4'-bipyridine]-2-carbonitrile